(3-((2,4-dichlorophenoxy)methyl)phenyl)methylamine ClC1=C(OCC=2C=C(C=CC2)CN)C=CC(=C1)Cl